5'-methyl-3H-spiro[furo[2,3-c]pyridin-2,3'-pyrrolidine] CC1CC2(CN1)CC=1C(=CN=CC1)O2